FC1=CC=C(C=C1)[C@@H]1[C@H]([C@@]2(N3NC(C[C@H]31)=O)C(N(C3=CC=CC=C32)CC=C)=O)C(C3=CC=C(C=C3)[N+](=O)[O-])=O |r| (+-)-(3S,3a'S,4'S,5'R)-4'-(4-fluorophenyl)-5'-(4-nitrobenzoyl)-1-allyl-3',3a',4',5'-tetrahydrospiro[indoline-3,6'-pyrrolo[1,2-b]Pyrazole]-2,2'(1'H)-dione